C(C)(C)C(COC)(COC)C1=CC=CC=C1 2-isopropyl-2-phenyl-1,3-dimethoxypropane